FC1=C(C(=C(C(=C1F)F)F)F)CCCCCCCCCCCCCCCCCCCCCCCCN 2,3,4,5,6-pentafluorobenzenetetracosaneamine